FC1=C(N=C(C2=C1N=C(N=C2N2CC(C2)(O)C)S(=O)(=O)C)OC)C2=CC(=CC1=CC=C(C(=C21)C#C[Si](C(C)C)(C(C)C)C(C)C)F)OCOC 1-(8-fluoro-7-(7-fluoro-3-(methoxy-methoxy)-8-((triisopropylsilyl)ethynyl)naphthalene-1-yl)-5-Methoxy-2-(methylsulfonyl)pyrido[4,3-d]pyrimidin-4-yl)-3-methylazetidin-3-ol